C(C)(C)(C)N1C(N(C(C1)C(C(=O)NC=1C=CC=C2C=CC=NC12)CC)C(C)(C)C)=O 2-(1,3-di-tert-butyl-2-oxoimidazolidin-4-yl)-N-(quinolin-8-yl)butanamide